CC(=C(CCN)C)OC(=C(C)CCN)C dimethyl-aminoethyl-vinylether